C1C2CC3(CC(CC13)C2)NCCCCCCCOC2=C1CN(C(C1=CC=C2)=O)C2C(NC(CC2)=O)=O 3-(4-((7-((hexahydro-2,5-methanopentalen-3a(1H)-yl)amino)heptyl)oxy)-1-oxoisoindolin-2-yl)piperidine-2,6-dione